FC(C1=C(C(=O)N2CC3=CC=CC(=C3C2)NC(\C=C\CN(C)C)=O)C=CC(=C1)O)F (E)-N-(2-(2-(Difluoromethyl)-4-hydroxybenzoyl)isoindolin-4-yl)-4-(dimethylamino)but-2-enamide